FC1=C(OCC2=NC=CC(=N2)O[C@@H]2C[C@@H](N(CC2)C(C)C2=NC3=C(N2C[C@H](CCO)O)C=C(C=C3)C(=O)O)C)C=CC(=C1)F 2-{1-[(2S,4S)-4-({2-[(2,4-difluorophenoxy)methyl]pyrimidin-4-yl}oxy)-2-methylpiperidin-1-yl]ethyl}-1-[(2S)-2,4-dihydroxybutyl]-1H-1,3-benzodiazole-6-carboxylic acid